2-[3-[[(3S)-4-tert-butoxycarbonyl-3-methyl-piperazin-1-yl]methyl]-5-chloro-2-methyl-anilino]oxazole-5-carboxylic acid ethyl ester C(C)OC(=O)C1=CN=C(O1)NC1=C(C(=CC(=C1)Cl)CN1C[C@@H](N(CC1)C(=O)OC(C)(C)C)C)C